methyl (S)-4-(allyloxy)-3-(N-(4-chloro-5-cyano-2-(2-(3-((2-(trimethylsilyl)ethoxy)methoxy)propyl)piperidin-1-yl)phenyl)sulfamoyl)benzoate C(C=C)OC1=C(C=C(C(=O)OC)C=C1)S(NC1=C(C=C(C(=C1)C#N)Cl)N1[C@@H](CCCC1)CCCOCOCC[Si](C)(C)C)(=O)=O